N[C@@]1(C[C@H](CCC1)C(F)(F)F)C(=O)OC methyl trans-1-amino-3-(trifluoromethyl)cyclohexane-1-carboxylate